phenyl-dimethylsilylacetylene C1(=CC=CC=C1)[Si](C)(C)C#C